FC1=C(C=CC(=C1)CN1CCOCC1)NC(\C=C\C=1C=NC=CC1C=1C=NN(C1)C)=O (2E)-N-(2-fluoro-4-(morpholine-4-yl-methyl)phenyl)-3-(4-(1-methyl-1H-pyrazol-4-yl)pyridin-3-yl)acrylamide